COC(C1=C(C=CC=C1C)F)=O 2-fluoro-6-methylbenzoic acid methyl ester